2,2,2-TRIFLUORO-ETHANONE FC(C=O)(F)F